6-fluoro-2-[4-(1-methyl-4-pyridin-4-yl-1H-pyrazol-3-yl)-phenoxymethyl]-quinoline hydrochloride Cl.FC=1C=C2C=CC(=NC2=CC1)COC1=CC=C(C=C1)C1=NN(C=C1C1=CC=NC=C1)C